BrC1=C2C(C3CC(C2=CC=C1N(CC1=CC=CC=C1)CC1=CC=CC=C1)C3)(O)CC3=NC(=NC(=C3CO)Cl)SC 5-bromo-4-((6-chloro-5-(hydroxymethyl)-2-(methylthio)pyrimidin-4-yl)methyl)-6-(dibenzylamino)-1,2,3,4-tetrahydro-1,3-methanonaphthalen-4-ol